Cl.N[C@H](C(=O)O)CCN(CCCCC1=NC=2NCCCC2C=C1)C[C@@H](C)OC (S)-2-amino-4-(((R)-2-methoxypropyl)(4-(5,6,7,8-tetrahydro-1,8-naphthyridin-2-yl)butyl)amino)butanoic acid hydrochloride